7-Bromo-1H-indazole-3-amine BrC=1C=CC=C2C(=NNC12)N